C(#N)C=1C=C(C=CC1)C=1N=C(SC1C1=C2C(=NC=C1)N(C=C2)C)NC(=O)N2CC1(COC1)C2 N-[4-(3-Cyanophenyl)-5-(1-methylpyrrolo[2,3-b]pyridin-4-yl)thiazol-2-yl]-2-oxa-6-azaspiro[3.3]heptane-6-carboxamide